(Rac)-tert-butyl (4aR,9bR)-7-(trifluoromethyl)-2,3,4,4a,5,9b-hexahydro-1H-indeno[1,2-b]pyridine-1-carboxylate FC(C=1C=C2C[C@@H]3[C@@H](N(CCC3)C(=O)OC(C)(C)C)C2=CC1)(F)F |r|